2-pyrazolo[1,5-a]pyridin-5-yl-4-(trifluoromethyl)oxazole-5-carboxylic acid N1=CC=C2N1C=CC(=C2)C=2OC(=C(N2)C(F)(F)F)C(=O)O